(3,4-epoxycyclohexyl)ethyl-trimethyl-silane C1(CC2C(CC1)O2)CC[Si](C)(C)C